2-Phenyl-acetamide trifluoroacetate salt FC(C(=O)O)(F)F.C1(=CC=CC=C1)CC(=O)N